12'(Z)-((5-((dimethylamino)methyl)-1,3-phenylene)bis(oxy))bis(propane-3,1-diyl)bis(octadeca-9,12-dienoate) CN(C)CC=1C=C(C=C(C1)OCCCCCCCCC=CCC=CCCCCCCCC(=O)[O-])OCCCCCCCCC=CC\C=C/CCCCCCCC(=O)[O-]